ClC1=NN(C2=NC(=NC=C21)Cl)CCCOC2=NN(C(=C2[N+](=O)[O-])C)C=2C(=NC=CC2)CC 3,6-dichloro-1-(3-((1-(2-ethylpyridin-3-yl)-5-methyl-4-nitro-1H-pyrazol-3-yl)oxy)propyl)-1H-pyrazolo[3,4-d]pyrimidine